N1C=CC=2C1=NC=C(C2)C(=O)N2CC1(C2)CC(C1)NC(=O)NC1=CC(=CC=C1)C(F)(F)F 1-(2-(1H-pyrrolo[2,3-b]pyridine-5-carbonyl)-2-azaspiro[3.3]heptan-6-yl)-3-(3-(trifluoromethyl)phenyl)urea